C(C)(C)(C)OC(=O)N1CC(C1)(C(=O)O)NC(\C=C/C(=O)O)=O (Z)-1-(tert-Butoxycarbonyl)-3-(3-carboxyacrylamido)-azetidine-3-carboxylic acid